C[C@@H](C(=O)O)[C@@H](C)NC1=NC=CC=C1 (2R,3R)-2-methyl-3-[(pyridin-2-yl)amino]butanoic acid